FC1=C(C=CC=C1)CCC(=O)Cl 3-(2-fluorophenyl)propanoyl chloride